COC=1C2=CC=CC=C2C(=C2CC=CCC12)OCC 9-methoxy-10-ethoxy-1,4-dihydroanthracene